(2,4-difluoro-3-(trifluoromethyl)phenyl)thiazole-2-amine FC1=C(C=CC(=C1C(F)(F)F)F)C=1N=C(SC1)N